7-(7-fluoro-3-(methoxymethoxy)-8-((triisopropylsilyl)ethynyl)naphthalen-1-yl)-2-(((2R,7aS)-2-fluorotetrahydro-1H-pyrrolizin-7a(5H)-yl)methoxy)-5-methoxypyrido[4,3-d]pyrimidin-4-ol FC1=CC=C2C=C(C=C(C2=C1C#C[Si](C(C)C)(C(C)C)C(C)C)C1=CC=2N=C(N=C(C2C(=N1)OC)O)OC[C@]12CCCN2C[C@@H](C1)F)OCOC